3-{[4-(piperazin-1-yl)phenyl]amino}-5-(piperidin-1-yl)pyrazine-2-carboxamide N1(CCNCC1)C1=CC=C(C=C1)NC=1C(=NC=C(N1)N1CCCCC1)C(=O)N